CNC(=O)C=CC(=O)O 3-(METHYLCARBAMOYL)PROP-2-ENOIC ACID